4-(4-chloro-3-((4-fluorobenzyl)oxy)phenoxy)-1H-1,2,3-triazole-5-carboxylic acid ClC1=C(C=C(OC=2N=NNC2C(=O)O)C=C1)OCC1=CC=C(C=C1)F